ClC1=CC2=C(N=C3N2[C@H]2C4=C(C(N([C@@H]3C2)C([2H])([2H])[2H])=O)C=CC=C4C#CC)C=C1F (7R,14R)-11-chloro-10-fluoro-6-(methyl-d3)-1-(prop-1-yn-1-yl)-6,7-dihydro-7,14-methanobenzo[f]benzo[4,5]imidazo[1,2-a][1,4]diazocin-5(14H)-one